C(C=C)C1=CC(=C(C=C1)O)C1=C(C=CC(=C1)CC=C)O 4-allyl-2-(5-allyl-2-hydroxyphenyl)phenol